C(C=C)(=O)O.C(C=C)(=O)O.C(C=C)(=O)O.C(CCCCCCCCCCCCCC)OC(C(CO)(CO)CO)C pentadecyloxytrimethylolpropane triacrylate